C(CCCCCCCCCCCCCCCCC)OC(C(C(=O)OCCCCCCCCCCCCCCCCCC)CC1=CC(=C(C(=C1)C)O)C(C)(C)C)=O Dioctadecyl-2-(3-tert-butyl-4-hydroxy-5-methylbenzyl)malonat